C(=O)(O)C1=CC=C(OC2=C3C(C(=O)OC3=O)=CC=C2)C=C1 3-(4-carboxyphenoxy)phthalic anhydride